COC(=O)C=1N=C(C2=C(N1)CN(CC2)C2=CC=CC1=CC=CC(=C21)C)N2CC(NCC2)CC#N 4-(3-(cyanomethyl)piperazin-1-yl)-7-(8-methylnaphthalen-1-yl)-5,6,7,8-tetrahydropyrido[3,4-d]pyrimidine-2-carboxylic acid methyl ester